OC[C@@H](C(C)C)NC(C1=CC=C(C=C1)C1=NC(=NC=C1)NC1=CC=C(C=C1)N1CCOCC1)=O (R)-N-(1-Hydroxy-3-methylbutan-2-yl)-4-(2-((4-morpholinophenyl)amino)pyrimidin-4-yl)benzamide